(trifluoromethyl)-7,8-dihydro-6H-pyrazolo[1,5-a]pyrrolo[2,3-e]pyrimidine-6-carboxamide FC(F)(F)C1=NN2C(N=CC3=C2CCN3C(=O)N)=C1